(3R)-N-(cyclobutylmethyl)-1-(6-(1-(4-(6-methoxy-1H-indazol-4-yl)-1H-1,2,3-triazol-1-yl)ethyl)pyridazin-3-yl)piperidin-3-amine C1(CCC1)CN[C@H]1CN(CCC1)C=1N=NC(=CC1)C(C)N1N=NC(=C1)C1=C2C=NNC2=CC(=C1)OC